C(C)(C)(C)C1=NC(=NO1)C(=O)NCC1=C(C=C(C=C1)C1=C(C=NC=C1C#N)N1CCN(CC1)C(=O)OC(C)(C)C)C tert-butyl 4-(4-(4-((5-(tert-butyl)-1,2,4-oxadiazole-3-carboxamido)methyl)-3-methylphenyl)-5-cyanopyridin-3-yl)piperazine-1-carboxylate